BrC1=C(C=C(C=N1)C)F 6-bromo-5-fluoro-3-methylpyridin